1,3-Dichloro-5H-1,3,5-triazin-2,4,6-trion ClN1C(N(C(NC1=O)=O)Cl)=O